CC1C(C(C1(C(=O)O)C(=O)O)(C(=O)O)C(=O)O)C dimethyl-cyclobutanetetracarboxylic acid